benzyl ((2S,3R)-3-hydroxy-1-(methylamino)-1-oxobutan-2-yl)carbamate O[C@@H]([C@@H](C(=O)NC)NC(OCC1=CC=CC=C1)=O)C